5-(3-methylphenyl)indoline CC=1C=C(C=CC1)C=1C=C2CCNC2=CC1